Tert-butyl N-[(2S)-3-[[(2S)-2-amino-6-(tertbutoxycarbonylamino)hexanoyl]amino]-2-hydroxy-propyl]-N-[(2R)-3-(tert-butoxycarbonylamino)-2-hydroxy-propyl]carbamate N[C@H](C(=O)NC[C@@H](CN(C(OC(C)(C)C)=O)C[C@@H](CNC(=O)OC(C)(C)C)O)O)CCCCNC(=O)OC(C)(C)C